2-(5-bromo-6-(4,4-difluoropiperidin-1-yl)pyridin-2-yl)-5-(4-iodo-2-(6-azaspiro[2.5]octan-6-yl)phenyl)-1,3,4-oxadiazole BrC=1C=CC(=NC1N1CCC(CC1)(F)F)C=1OC(=NN1)C1=C(C=C(C=C1)I)N1CCC2(CC2)CC1